tert-butyl 3-bromo-7-(pyrazin-2-yl)-1H-indol-1-carboxylate BrC1=CN(C2=C(C=CC=C12)C1=NC=CN=C1)C(=O)OC(C)(C)C